N-cyclohexyl-6-[(2r,4s)-4-fluoro-2-[5-fluoro-2-(methylthio)phenyl]pyrrolidin-1-yl]imidazo[1,2-b]pyridazine-3-thiocarboxamide C1(CCCCC1)NC(=S)C1=CN=C2N1N=C(C=C2)N2[C@H](C[C@@H](C2)F)C2=C(C=CC(=C2)F)SC